2-p-methoxyphenyl-4,5-diphenylimidazole COC1=CC=C(C=C1)C=1NC(=C(N1)C1=CC=CC=C1)C1=CC=CC=C1